N=1C=NN2C1C(=CC=C2)COCC(=O)N2CC1CCC(C2)N1C1=CC=C(C=N1)C#N 6-{3-[2-({[1,2,4]triazolo[1,5-a]pyridin-8-yl}methoxy)acetyl]-3,8-diazabicyclo[3.2.1]octan-8-yl}pyridine-3-carbonitrile